COC(C(C(CC)=NO)=NO)=O 2,3-bis(hydroxyimino)pentanoic acid methyl ester